2-([1-[(2-chlorophenyl)methyl]-5-(3-methanesulfonylphenyl)-1H-pyrazol-3-yl]methoxy)-2-methylpropanoic acid methyl ester COC(C(C)(C)OCC1=NN(C(=C1)C1=CC(=CC=C1)S(=O)(=O)C)CC1=C(C=CC=C1)Cl)=O